C1N(C[C@H]2[C@@H]1CCC2)C(CN2C(C1(CCN(CC1)C(=O)C=1C=C3C=NNC3=CC1)C1=C(C=CC=C21)Br)=O)=O 1-[2-[(3aR,6aS)-3,3a,4,5,6,6a-hexahydro-1H-cyclopenta[c]pyrrol-2-yl]-2-oxoethyl]-4-bromo-1'-(1H-indazole-5-carbonyl)spiro[indole-3,4'-piperidin]-2-one